Methyl 2-methyl-5-((1-methylazetidin-2-yl)methoxy)benzoate CC1=C(C(=O)OC)C=C(C=C1)OCC1N(CC1)C